COC1=CC(=C(C(=O)NN)C=C1)OC(F)(F)F 4-methoxy-2-(trifluoromethoxy)benzoyl-hydrazine